C[C@H]1C(NC=2C=CC=NC2C=2C=CN=C([C@H](CC=C1)NC(OC(C)(C)C)=O)C2)=O tert-butyl N-[(10R,1E,14S)-10-methyl-9-oxo-3,8,16-triazatricyclo[13.3.1.02,7]nonadeca-1(19),2(7),3,5,11,15,17-heptaen-14-yl]carbamate